N1CC(C1)N1CCC(CC1)C=1C(=C(C=CC1)C1=NN(C(O1)=O)CC1=NC=C(C=C1)C=1OC(=NN1)C(F)F)F 5-[3-[1-(azetidin-3-yl)-4-piperidyl]-2-fluoro-phenyl]-3-[[5-[5-(difluoromethyl)-1,3,4-oxadiazol-2-yl]-2-pyridyl]methyl]-1,3,4-oxadiazol-2-one